FC1=CC=C(C=C2OC(C3=CC(=CC=C23)[N+](=O)[O-])=O)C=C1 3-(4-fluorobenzylidene)-6-nitroisobenzofuran-1(3H)-one